C(C1=CC=CC=C1)OC1=CC=C(C=C1)C1=NN=C(O1)N 5-(4-(benzyloxy)phenyl)-1,3,4-oxadiazol-2-amine